(R)-2-((8-((1-Acetylazetidin-3-yl)oxy)-5-(2-azidopropan-2-yl)-2,7-naphthyridin-3-yl)amino)-7,7,8-trimethyl-7,8-dihydro-5H-pyrano[4,3-b]pyridin-5-one C(C)(=O)N1CC(C1)OC=1N=CC(=C2C=C(N=CC12)NC1=CC=C2C(=N1)[C@H](C(OC2=O)(C)C)C)C(C)(C)N=[N+]=[N-]